N-[4-[5-(trifluoromethyl)-1,2,4-oxadiazol-3-yl]benzyl]cyclopropanecarboxamide FC(C1=NC(=NO1)C1=CC=C(CNC(=O)C2CC2)C=C1)(F)F